N1C=CC2=CC=C(C=C12)NC(NC(CC(=O)NC=1C=NC=CC1)C1=CC2=C(SCCN2CC2=CC=CC=C2)C=C1)=O 3-(3-(1H-indol-6-yl)ureido)-3-(4-benzyl-3,4-dihydro-2H-benzo[b][1,4]thiazin-6-yl)-N-(pyridin-3-yl)propionamide